C1(CC1)N(C1=C(C(=NC=N1)NCC1(CCN(CC1)C(C(=O)N)CO)CO)F)CC1=CC=C(C=C1)C(F)(F)F 2-(4-(((6-(cyclopropyl(4-(trifluoromethyl)benzyl)amino)-5-fluoropyrimidin-4-yl)amino)methyl)-4-(hydroxymethyl)piperidin-1-yl)-3-hydroxypropanamide